methyl 5-bromopyridine-3-carboxylate BrC=1C=C(C=NC1)C(=O)OC